[Ni].C(C=C)(=O)[Cr].[Ti].[Ni] nickel-titanium alloyl-chromium nickel